tert-butyl 4-(((6-fluoropyridin-2-yl)methyl)((1-(phenylsulfonyl)-1H-indol-3-yl)methyl)amino)butylcarbamate FC1=CC=CC(=N1)CN(CCCCNC(OC(C)(C)C)=O)CC1=CN(C2=CC=CC=C12)S(=O)(=O)C1=CC=CC=C1